C(CCCCCCC\C=C/C\C=C/CCCCC)(=O)OCC(COC(CCC(OCCCCCCCC)OCCCCCCCC)=O)COC(=O)OCCCN(CC)CC (9Z,12Z)-3-((4,4-bis-(octyloxy)-butanoyl)-oxy)-2-((((3-(diethyl-amino)-propoxy)-carbonyl)-oxy)meth-yl)propyl octadeca-9,12-dienoate